C(C)(=O)N1CC(C1)NC(C1=C(C=NC=C1NC1=C(C=C(C=C1)I)F)F)=O N-(1-acetylazetidin-3-yl)-3-fluoro-5-((2-fluoro-4-iodophenyl)amino)isonicotinamide